NC1=CC=C(OCCOC2=CC=C(C=C2)C2=CC=C(C=C2)N)C=C1 4'-(2-(4-aminophenoxy)ethoxy)-[1,1'-biphenyl]-4-amine